(R)-2-hydroxy-2-phenyl-N-(piperidin-4-yl)acetamide Ethyl-(5S)-2-(2-fluorophenyl)-5-methyl-6,7-dihydro-5H-pyrazolo[5,1-b][1,3]oxazine-3-carboxylate C(C)OC(=O)C=1C(=NN2C1O[C@H](CC2)C)C2=C(C=CC=C2)F.O[C@@H](C(=O)NC2CCNCC2)C2=CC=CC=C2